N-(6-methyl-2,3-dihydrobenzofuran-3-yl)-2-oxo-6-(trifluoromethyl)-1,2-dihydropyridine-3-carboxamide CC1=CC2=C(C(CO2)NC(=O)C=2C(NC(=CC2)C(F)(F)F)=O)C=C1